(R)-2-(4-((1-methylpiperidin-3-yl)amino)thieno[3,4-d]pyridazin-1-yl)-5-(trifluoromethyl)phenol CN1C[C@@H](CCC1)NC=1C=2C(C(=NN1)C1=C(C=C(C=C1)C(F)(F)F)O)=CSC2